4-bromobenzenesulfonamide BrC1=CC=C(C=C1)S(=O)(=O)N